CNC(=O)C1=CC=NO1 N-methylisoxazole-5-carboxamide